ClC1=NC2=CC=CN=C2C(=C1C(=O)OCC)N[C@@H](CO)CCC ethyl (R)-2-chloro-4-((1-hydroxypentan-2-yl) amino)-1,5-naphthyridine-3-carboxylate